SNC(=O)C1=C(C=CC=C1)B(O)O mercaptocarbamoyl-phenylboronic acid